4-([1,1'-biphenyl]-4-ylmethoxy)-1H-pyrrole-2-carboxylic acid C1(=CC=C(C=C1)COC=1C=C(NC1)C(=O)O)C1=CC=CC=C1